Iodo-2-methylpyridazin-3(2H)-one IC=1C(N(N=CC1)C)=O